4-[(benzyloxy)methyl]thieno[2,3-b]pyridine-6-carboxylic acid ethyl ester C(C)OC(=O)C1=CC(=C2C(=N1)SC=C2)COCC2=CC=CC=C2